N-[2-cyano-4-(4,4,5,5-tetramethyl-1,3,2-dioxaborolan-2-yl)phenyl]-N-methyl-acetamide C(#N)C1=C(C=CC(=C1)B1OC(C(O1)(C)C)(C)C)N(C(C)=O)C